(7-(4-(3,5-Dimethylbenzoyl)-2,6-dimethylphenoxy)-4-hydroxy-1-methoxyisoquinoline-3-carbonyl)glycine CC=1C=C(C(=O)C2=CC(=C(OC3=CC=C4C(=C(N=C(C4=C3)OC)C(=O)NCC(=O)O)O)C(=C2)C)C)C=C(C1)C